N-(3-(neo-pentoxy)propyl)-3-(imidazolyl)propan-1-amine C(C(C)(C)C)OCCCNCCCC=1NC=CN1